O[C@@H](CC(=O)[O-])CCC (R)-3-Hydroxyhexanoat